C(C(O)C)(=O)[O-].C(CCCCCCCCCCCCCCCCC)N1C=[N+](C=C1)CCCCCCCCCCCCCCCCCC 1,3-dioctadecyl-imidazolium lactate